C(C=C)(=O)N1CC(CC1)C1=NC2=CC=CC=C2C=N1 (1-(prop-2-enoyl)pyrrolidin-3-yl)quinazolin